BrC=1C=CC2=C([C@@H](N(C[C@H](O2)C2CC2)CC2=CC=C(C=C2)OC)C)N1 |o1:6| (2R,5S*)-7-bromo-2-cyclopropyl-4-(4-methoxybenzyl)-5-methyl-2,3,4,5-tetrahydropyrido[2,3-f][1,4]Oxazepine